5-[5-(difluoromethyl)-1,3,4-oxadiazol-2-yl]-N-[1-(2,6-difluorophenyl)ethyl]pyrimidin-2-amine FC(C1=NN=C(O1)C=1C=NC(=NC1)NC(C)C1=C(C=CC=C1F)F)F